OCC1N(C([NH+](C=C1)C)C)C 4-hydroxymethyl-1,2,3-trimethyl-1,4-dihydropyrimidinium